CC=1N=C(SC1C1=NC(=NC=C1C#N)NC1=NC=C(C=C1)N1CCOCC1)NC 4-(4-methyl-2-(methylamino)thiazol-5-yl)-2-((5-morpholinopyridin-2-yl)amino)pyrimidine-5-carbonitrile